(2S)-2-{4-[5-chloro-2-(4-chloro-1H-1,2,3-triazol-1-yl)phenyl]-5-methoxy-2-oxopyridin-1(2H)-yl}-N-(2-methyl-2H-indazol-5-yl)pentanamide ClC=1C=CC(=C(C1)C1=CC(N(C=C1OC)[C@H](C(=O)NC1=CC2=CN(N=C2C=C1)C)CCC)=O)N1N=NC(=C1)Cl